5-methyl-2-((4-phenoxybenzoyl)-glycyl)-2-azabicyclo[3.1.0]hexane-3-carboxamide CC12CC(N(C2C1)C(CNC(C1=CC=C(C=C1)OC1=CC=CC=C1)=O)=O)C(=O)N